C(C)(C)(C)C=1C(=C(C=CC1)C(C)C)C(C)(C)C di-tertiary butyl-cumene